CC(C)(C)C(=O)NC1=C(N=CC(=C1)C=O)C#N N-(2-CYANO-5-FORMYLPYRIDIN-3-YL)PIVALAMIDE